C(C)(=O)C=1C=C(C(=NC1)OCCC)C=1NC(C=2C(N1)=C(N(N2)C2CN(C2)C(C)C)CC)=O 5-(5-acetyl-2-propoxy-3-pyridinyl)-3-ethyl-2-(1-isopropyl-3-azetidinyl)-2,6-dihydro-7H-pyrazolo[4,3-d]Pyrimidin-7-one